11-(6-exo-hydroxy-3-phenyl-3a-(1-phenylvinyl)-1,3a,4,5,6,6a-hexahydropentalen-2-yl)undecanoic acid OC1CCC2(C(=C(CC12)CCCCCCCCCCC(=O)O)C1=CC=CC=C1)C(=C)C1=CC=CC=C1